NCC(=O)C1=CC=C(C=C1)Br amino-4'-bromoacetophenone